1-n-hexyl-3-ethylimidazolium chloride salt [Cl-].C(CCCCC)N1C=[N+](C=C1)CC